N1CCNCCNCC1.[Mn] Manganese 1,4,7-Triazacyclononane